FC1=C(C=CC=C1)N1C(CCC1C1=CC=C(C=C1)C1=NOC(=N1)C(F)(F)F)=O 1-(2-fluorophenyl)-5-{4-[5-(trifluoromethyl)-1,2,4-oxadiazol-3-yl]phenyl}pyrrolidin-2-one